5,6-dinitro-quinoxaline [N+](=O)([O-])C1=C2N=CC=NC2=CC=C1[N+](=O)[O-]